1,2-dibromo-3-chlorobenzene BrC1=C(C(=CC=C1)Cl)Br